F[B-](F)(F)F.O(C1=CC=CC=C1)C1=CC=C(C=C1)[I+]C1=CC=C(C=C1)OC1=CC=CC=C1 di(4-phenoxyphenyl)iodonium tetrafluoroborat